ClC1=CC=C(C=C1)C=1N=CN(C1C1=CC=NC=C1)CC(=O)N[C@H]1CN(CC1)C 2-[4-(4-chlorophenyl)-5-(pyridin-4-yl)-1H-imidazol-1-yl]-N-[(3R)-1-methylpyrrolidin-3-yl]acetamide